5-(δ-carboxybutyl)homocysteine C(CC(=O)O)CSCCC(C(=O)O)N